O=C1C2C3CC=CC3C(C1)C2 8-ketotricyclo[5.2.1.02,6]dec-3-ene